C(CC)OC(\C(\C)=C/C(=O)O)=O citraconic acid monopropyl ester